1,7-bis(methylethylamino)-4-aminoheptanone CN(CC(CC(CCCN(CC)C)N)=O)CC